{(2S,4S)-2-[2-chloro-4-(4-chlorophenoxy)phenyl]-4-methyl-1,3-dioxolan-2-ylmethyl}-1H-1,2,4-triazole ClC1=C(C=CC(=C1)OC1=CC=C(C=C1)Cl)[C@@]1(OC[C@@H](O1)C)CN1N=CN=C1